(3S,8aS)-3-({[(1,1-dimethylethyl)(dimethyl)silyl]oxy}methyl)-2-methylhexahydropyrrolo[1,2-a]pyrazin-1(2H)-one CC(C)(C)[Si](OC[C@H]1N(C([C@H]2N(C1)CCC2)=O)C)(C)C